(S)-9-(3-((1-Amino-2-methylpropan-2-yl)disulfanyl)propoxy)-4,11-diethyl-4-hydroxy-1,12-dihydro-14H-pyrano[3',4':6,7]indolizino[1,2-b]quinoline-3,14(4H)-dione NCC(C)(C)SSCCCOC1=CC=2C(=C3C(=NC2C=C1)C1=CC2=C(C(N1C3)=O)COC([C@]2(O)CC)=O)CC